(S)-4-((4-([1,1'-biphenyl]-3-carbonyl)-2-methylpiperazin-1-yl)sulfonyl)-2,3,5,6-tetrafluorobenzonitrile C1(=CC(=CC=C1)C(=O)N1C[C@@H](N(CC1)S(=O)(=O)C1=C(C(=C(C#N)C(=C1F)F)F)F)C)C1=CC=CC=C1